4-[1-(3-methylthiophene-2-carbonyl)-2,3-dihydro-1H-pyrrolo[2,3-c]pyridin-4-yl]benzonitrile CC1=C(SC=C1)C(=O)N1CCC=2C1=CN=CC2C2=CC=C(C#N)C=C2